CC1(OB(OC1(C)C)C1=NC=CN=C1)C 2-(4,4,5,5-tetramethyl-1,3,2-dioxaborolan-2-yl)pyrazine